[(3-ethoxy-1,3-dioxopropyl)oxy]potassium C(C)OC(CC(=O)O[K])=O